OC1=C(C(=O)N2CC3=CC(=CC=C3CC2)N(C(\C=C\CN(C)C)=O)C)C=C(C(=C1)O)C(C)C (E)-N-(2-(2,4-Dihydroxy-5-isopropylbenzoyl)-1,2,3,4-tetrahydroisoquinolin-7-yl)-4-(dimethylamino)-N-methylbut-2-enamide